(7R,8aS)-2-(5-(5-(2,3-dimethylphenyl)-6-methoxy-1H-pyrazolo[4,3-b]pyridin-3-yl)pyridin-2-yl)octahydropyrrolo[1,2-a]pyrazin-7-ol maleate C(\C=C/C(=O)O)(=O)O.CC1=C(C=CC=C1C)C1=C(C=C2C(=N1)C(=NN2)C=2C=CC(=NC2)N2C[C@H]1N(CC2)C[C@@H](C1)O)OC